[Sn+4].[O-2].[Tm+3] thulium oxide Tin